C(C)OC1=CC(=CC(=N1)N1C(C2=CC(=CC(=C2C1)OC)CN(C)CC1(CCC1)O)=O)C1=C(C=C(C=C1)F)C1=NN=CN1C 2-(6-Ethoxy-4-(4-fluoro-2-(4-methyl-4H-1,2,4-triazol-3-yl)phenyl)pyridin-2-yl)-6-((((1-hydroxycyclobutyl)methyl)(methyl)amino)methyl)-4-methoxyisoindolin-1-one